(1r,2r,5s)-2-(3-hydroxypropyl)-3-azabicyclo[3.1.0]hexane-3-carboxylic acid tert-butyl ester C(C)(C)(C)OC(=O)N1[C@@H]([C@@H]2C[C@@H]2C1)CCCO